water Uranium [U].O